N1C[C@H](CCC1)NC1=NC=C(C(=N1)C=1N=NNN1)C(F)(F)F N-[(3S)-piperidin-3-yl]-4-(2H-1,2,3,4-tetrazol-5-yl)-5-(trifluoromethyl)pyrimidin-2-amine